4-Phenoxycyclohexyl-amine O(C1=CC=CC=C1)C1CCC(CC1)N